BrC1=C(C=C2C(=NC(=NC2=C1F)Cl)N1C[C@@H](N(CC1)C(=O)OC(C)(C)C)CC#N)Cl tert-butyl (S)-4-(7-bromo-2,6-dichloro-8-fluoroquinazolin-4-yl)-2-(cyanomethyl)piperazine-1-carboxylate